OC1=C2C(C=C(OC2=C(C(=C1)O)N1CCCC1)C1=CC=C(C=C1)N1CCN(CC1)C(=O)C=1SC(=CC1)C)=O 5,7-dihydroxy-2-(4-(4-(5-methylthiophene-2-carbonyl)piperazin-1-yl)phenyl)-8-(pyrrolidin-1-yl)-4H-chromen-4-one